N[C@@H](CO)C (R)-(-)-2-aminopropane-1-ol